N-(4-Cyanobenzyl)-1-(2-hydroxy-2-methylpropyl)-6-((1-((1-(hydroxymethyl)cyclopropyl)sulfonyl)cyclopropyl)methyl)-7-oxo-4,5,6,7-tetrahydro-1H-pyrazolo[3,4-c]pyridine-3-carboxamide C(#N)C1=CC=C(CNC(=O)C2=NN(C=3C(N(CCC32)CC3(CC3)S(=O)(=O)C3(CC3)CO)=O)CC(C)(C)O)C=C1